naphtho[1,2-c][1,2,5]Thiadiazole N=1SN=C2C1C1=CC=CC=C1C=C2